(E)-1-(2,4-Dihydroxyphenyl)-3-[4-methoxy-3-[(3-nitrophenoxy)methyl]phenyl]prop-2-en-1-one OC1=C(C=CC(=C1)O)C(\C=C\C1=CC(=C(C=C1)OC)COC1=CC(=CC=C1)[N+](=O)[O-])=O